(2-(trimethylsilyl)ethoxy (methyl)-1H-imidazol-2-yl)benzoate C[Si](CCOC=1N=C(N(C1)C)OC(C1=CC=CC=C1)=O)(C)C